CC1=CC(=NN1)C#N 5-methyl-pyrazol-3-carbonitrile